O1C(=CC=C1)CC1=C(C(=O)N)C=CC=C1NC=1N=NC(=CC1)C1=CC=CC=C1 [(furan-2-yl)methyl]-3-[(6-phenylpyridazin-3-yl)amino]benzamide